NC1=NC=2C=CC(=CC2C2=C1C=NN2C)C(=O)N2C(C\C(\CC2)=C/F)C=2C=CC1=C(N=CS1)C2 (Z)-(4-amino-1-methyl-1H-pyrazolo[4,3-c]quinolin-8-yl)(2-(benzo[d]thiazol-5-yl)-4-(fluoromethylen)piperidin-1-yl)methanone